2-(pyrrolidin-1-yl)thiazol N1(CCCC1)C=1SC=CN1